C([C@H]([C@@H]1[C@H]([C@@H]([C@@H]([C@H](O1)OP(=O)(O)O)O)O)O)O)OP(=O)(O)O The molecule is d-glycero-alpha-D-manno-heptose in which the hydrogens of the hydroxy groups at positions 1 and 7 are substituted by dihydrogen phosphate groups. It is a conjugate acid of a D-glycero-alpha-D-manno-heptose 1,7-bisphosphate(4-).